phenoxyethanol, hydrochloride Cl.O(C1=CC=CC=C1)C(C)O